COC1CN(C1)C(=O)C=1N=NC(=CC1)C1=CC=C(C=C1)N1C[C@@H](CC1)OC=1C(=NC=2N(C1C)N=C(N2)C)C (3-methoxyazetidin-1-yl)-[6-[4-[(3R)-3-[(2,5,7-trimethyl-[1,2,4]triazolo[1,5-a]pyrimidin-6-yl)oxy]pyrrolidin-1-yl]phenyl]pyridazin-3-yl]methanone